6-chloro-N-(3-(5-((1s,3s)-3-(trifluoromethoxy)cyclobutyl)-1,3,4-oxadiazol-2-yl)bicyclo[1.1.1]pent-1-yl)chromane-2-carboxamide ClC=1C=C2CCC(OC2=CC1)C(=O)NC12CC(C1)(C2)C=2OC(=NN2)C2CC(C2)OC(F)(F)F